(2-cyclopropyl-6-((2-((2-methoxy-5-methyl-4-(4-(4-methylpiperazin-1-yl)piperidin-1-yl)phenyl)amino)-7H-pyrrolo[2,3-d]pyrimidin-4-yl)amino)quinolin-5-yl)dimethyl-phosphine oxide C1(CC1)C1=NC2=CC=C(C(=C2C=C1)P(C)(C)=O)NC=1C2=C(N=C(N1)NC1=C(C=C(C(=C1)C)N1CCC(CC1)N1CCN(CC1)C)OC)NC=C2